S1C(=NC2=C1C=CC=C2)NC(=O)C=2C=CC=C1CCN(CC21)C2=CC=C(C(=N2)C(=O)O)C=2C=NN(C2C)CC21CC3(CC(CC(C2)C3)C1)S(=O)(=O)C 6-[8-(1,3-benzothiazol-2-ylcarbamoyl)-3,4-dihydroisoquinolin-2(1H)-yl]-3-(5-methyl-1-{[3-(methylsulfonyl)tricyclo[3.3.1.13,7]dec-1-yl]methyl}-1H-pyrazol-4-yl)pyridine-2-carboxylic acid